C(C)(=O)NCCN1N=NC(=C1)C=1C=C(OC2=CC=C(C=N2)C(=O)OC)C=CC1 methyl 6-[3-[1-(2-acetamidoethyl)triazol-4-yl]phenoxy]pyridine-3-carboxylate